tert.-Butyl-8-{[2-(4-bromophenyl)imidazo[1,2-a]pyridin-3-yl]methyl}-3,8-diazabicyclo[3.2.1]octan-3-carboxylat C(C)(C)(C)OC(=O)N1CC2CCC(C1)N2CC2=C(N=C1N2C=CC=C1)C1=CC=C(C=C1)Br